CN(C(C1=CC=C(C=C1)C)=O)C N,N,4-trimethylbenzamide